4-(4-methoxyphenyl)-1(2H)-phthalazinone COC1=CC=C(C=C1)C1=NNC(C2=CC=CC=C12)=O